N[C@H]1CC2(CN(C2)C(=O)C2COC2)CC1 (R)-(6-amino-2-azaspiro[3.4]oct-2-yl)(oxetan-3-yl)methanone